C(C)(C)(C)C=1C(C(C=C(C1)C)(C)C(C)(C)C)O 2,6-di-tertiary butyl-4,6-xylenol